COC1=C(C=CC=C1)C1=C(C=NC(=C1)C)C(=O)NC=1SC2=C(N1)CN(C2)C(=O)C2=CN(C(C=C2)=O)C 4-(2-methoxyphenyl)-6-methyl-N-[5-(1-methyl-6-oxo-1,6-dihydropyridine-3-carbonyl)-4H,5H,6H-pyrrolo[3,4-d][1,3]thiazol-2-yl]pyridine-3-carboxamide